The molecule is an iridoid monoterpenoid with formula C17H26O10 that is isolated from several plant species and exhibits neuroprotective and anti-inflammatory properties. It has a role as a plant metabolite, a neuroprotective agent, an EC 3.4.23.46 (memapsin 2) inhibitor, an EC 3.2.1.20 (alpha-glucosidase) inhibitor, an anti-inflammatory agent and an EC 3.1.1.7 (acetylcholinesterase) inhibitor. It is a cyclopentapyran, a beta-D-glucoside, an enoate ester, a monosaccharide derivative, an iridoid monoterpenoid, a methyl ester and a secondary alcohol. C[C@H]1[C@H](C[C@H]2[C@@H]1[C@@H](OC=C2C(=O)OC)O[C@H]3[C@@H]([C@H]([C@@H]([C@H](O3)CO)O)O)O)O